[Sn]=O.[Sb].[In] indium Antimony Tin Oxide